C(C1=CC=CC=C1)N1N=CC(=C1)C(C(C)NC(CCl)=O)O N-(1-(1-benzyl-1H-pyrazol-4-yl)-1-hydroxyprop-2-yl)-2-chloroacetamide